N-(3-chloro-2-fluorophenyl)-N-(3,4-dimethoxybenzyl)-7-methoxy-6-thiocyanatoquinazolin-4-amine ClC=1C(=C(C=CC1)N(C1=NC=NC2=CC(=C(C=C12)SC#N)OC)CC1=CC(=C(C=C1)OC)OC)F